(1-(4-((1H-indazol-5-yl)ethynyl)-[2,4'-bipyrimidinyl]-2'-yl)azetidin-3-yl)benzoic acid N1N=CC2=CC(=CC=C12)C#CC1=NC(=NC=C1)C1=NC(=NC=C1)N1CC(C1)C1=C(C(=O)O)C=CC=C1